BrC=1C(=CC(=C(C1)S(=O)(=O)N[C@@H](C(=O)NC1=CC=CC=C1)C1CCC1)F)F (R)-2-((5-bromo-2,4-difluorophenyl)sulfonamido)-2-cyclobutyl-N-phenylacetamide